C(#N)C1=C(C=C(C=C1)N1N=C(C=C1)CCNC(C1=CC=C(C=C1)[N+](=O)[O-])=O)C(F)(F)F N-(2-(1-(4-cyano-3-trifluoromethylphenyl)-1H-pyrazol-3-yl)ethyl)-4-nitrobenzamide